N-ethylethanamine C(C)NCC